ClC(C(=O)OCC(F)(F)F)=O 2,2,2-Trifluoroethyl 2-chloro-2-oxo-acetate